Cl.FC(C=1C=C(C=CC1)[C@@H](C)N)F (1R)-1-[3-(difluoromethyl)phenyl]ethan-1-amine hydrochloride